C(#N)C1C(C[C@H](N1C(=O)OC(C)(C)C)C(=O)OCC1=CC=CC=C1)(C)C 2-benzyl 1-(tert-butyl) (2S)-5-cyano-4,4-dimethylpyrrolidine-1,2-dicarboxylate